COC=1C=C2CCCC(C2=CC1)N 6-methoxy-1,2,3,4-tetrahydronaphthalen-1-amine